tert-butyl N-[[4-[[2-(tert-butoxycarbonylamino)-5-(5-fluoro-2-thienyl)phenyl]carbamoyl]phenyl]-cyclopropyl-oxo-sulfanylidene]carbamate C(C)(C)(C)OC(=O)NC1=C(C=C(C=C1)C=1SC(=CC1)F)NC(=O)C1=CC=C(C=C1)S(=NC(OC(C)(C)C)=O)(=O)C1CC1